5-(1-(3,5-difluorophenyl)-2-hydroxyethyl)-2-fluorophenylacetonitrile FC=1C=C(C=C(C1)F)C(CO)C=1C=CC(=C(C1)CC#N)F